4-[3-(4-chloro-3-fluorophenyl)-2-oxoimidazolidin-1-yl]-2-(difluoromethoxy)benzaldehyde ClC1=C(C=C(C=C1)N1C(N(CC1)C1=CC(=C(C=O)C=C1)OC(F)F)=O)F